3-Chlorophenetyl 3-deoxy-3-[4-(3,4,5-trifluorophenyl)-1H-1,2,3-triazol-1-yl]-1-thio-α-D-galactopyranoside FC=1C=C(C=C(C1F)F)C=1N=NN(C1)[C@@H]1[C@H]([C@@H](SC2=CC(=C(C=C2)OCC)Cl)O[C@@H]([C@@H]1O)CO)O